O=C1NC(=NC(=N1)C1=NC(=CC=C1)C(F)(F)F)NCC(C)(O)C 1-[4-oxo-6-(6-trifluoromethyl-pyridine-2-yl)-1,3,5-triazine-2-ylamino]-2-methyl-2-propanol